zinc bis(trifluoromethanesulfinate) FC(S(=O)[O-])(F)F.FC(S(=O)[O-])(F)F.[Zn+2]